FC1=C(C(=O)NC2=CC(=CC=C2)[S@@](=O)(=NC(CO)=O)C)C(=CC=C1C(F)(F)F)OC=1C(=NC(=CC1)F)C (R)-2-fluoro-6-((6-fluoro-2-methylpyridin-3-yl)oxy)-N-(3-(N-(2-hydroxyacetyl)-S-methylsulfonimidoyl)phenyl)-3-(trifluoromethyl)benzamide